(R)-4-(1-((3-(difluoromethyl)-1-methyl-1H-pyrazol-4-yl)sulfonyl)-1-fluoroethyl)piperidine-1-carboxylic acid tert-butyl ester C(C)(C)(C)OC(=O)N1CCC(CC1)[C@](C)(F)S(=O)(=O)C=1C(=NN(C1)C)C(F)F